(R)-6-(3-amino-6-(4-(dimethylamino)chroman-6-yl)-5-fluoro-pyrazin-2-yl)-4-methylisoquinolin-1(2H)-one NC=1C(=NC(=C(N1)F)C=1C=C2[C@@H](CCOC2=CC1)N(C)C)C=1C=C2C(=CNC(C2=CC1)=O)C